FC=1C=C2C(=NNC2=CC1OCCOC)C1=CC(=NO1)C1=CC=C(C=C1)C(=O)N1CC(C1)C1=NN=CN1CCOC 5-Fluoro-6-(2-methoxyethoxy)-3-[3-(4-{3-[4-(2-methoxyethyl)-4H-1,2,4-triazol-3-yl]azetidin-1-carbonyl}phenyl)-1,2-oxazol-5-yl]-1H-indazol